2,9-dimethylpyrido[3,2-H]quinoline CC=1C=CC=2C=CC=3C=CC(=NC3C2N1)C